ClC1=NC=C(C(=C1)N1CCC(CC1)C(=O)NCC=1SC=CN1)F 1-(2-chloro-5-fluoropyridin-4-yl)-N-(thiazol-2-ylmethyl)piperidine-4-carboxamide